tert-butyl 6-hydroxy-2-azaspiro[3.3]-heptane-2-carboxylate OC1CC2(CN(C2)C(=O)OC(C)(C)C)C1